amino-6-chloro-1,3,5-triazine NC1=NC(=NC=N1)Cl